ClC=1C=C(C(=O)NCC2=NC=C3C=CC(=NC3=C2)C2=NC(=CC(=C2C)C)N2CCNC3(CC3)C2)C=C(C1)S(=O)(=O)C 3-chloro-N-((2-(3,4-dimethyl-6-(4,7-diazaspiro[2.5]octan-7-yl)pyridin-2-yl)-1,6-naphthyridin-7-yl)methyl)-5-(methylsulfonyl)benzamide